ClC1=CC2=C(N=C(S2)SSC=2SC3=C(N2)C=CC(=C3)Cl)C=C1 bis(6-chlorobenzothiazolyl) disulfide